4-((5R,7R)-7-hydroxy-5-methyl-6,7-dihydro-5H-cyclopenta[d]pyrimidin-4-yl)piperazine O[C@@H]1C[C@H](C2=C1N=CN=C2N2CCNCC2)C